C(CC#CCCC\C=C/C\C=C/CC)O (8Z,11Z)-8,11-tetradecadien-3-yne-1-ol